BrC1=NN2C(CN([C@@H](C2)COCCCO)C(=O)OC(C)(C)C)=C1 tert-butyl (6S)-2-bromo-6-(3-hydroxypropoxymethyl)-6,7-dihydro-4H-pyrazolo[1,5-a]pyrazine-5-carboxylate